(R)-3,3'-bis(4-trifluoromethylphenyl)-1,1'-binaphthol phosphate P(=O)(O)(O)OC=1C(=C2C=CC=CC2=CC1C1=CC=C(C=C1)C(F)(F)F)C1=CC(=CC2=CC=CC=C12)C1=CC=C(C=C1)C(F)(F)F